(R)-N-(1-(3,6-dimethyl-4-oxo-2-(pyridin-3-yl)-3,4-dihydroquinazolin-8-yl)ethylidene)-2-methylpropane-2-sulfinamide CN1C(=NC2=C(C=C(C=C2C1=O)C)C(C)=N[S@](=O)C(C)(C)C)C=1C=NC=CC1